3-benzyl 2-tert-butyl (1S,3S,4S,6E)-6-[(dimethylamino) methylene]-5-oxo-2-azabicyclo[2.2.2]octane-2,3-dicarboxylate CN(C)\C=C/1\C([C@@H]2[C@H](N([C@H]1CC2)C(=O)OC(C)(C)C)C(=O)OCC2=CC=CC=C2)=O